C(C)(C)(C)OC(=O)N1CCN(CC1)C1=NN(C(=C1)C)C=1C=CC2=C(C(CO2)(F)F)C1.C1OC=2C=C(C=CC2O1)N1C=[N+](C=C1)C1=CC2=C(C=C1)OCO2 1,3-bis(3,4-methylenedioxyphenyl)imidazolium tert-butyl-4-[1-(3,3-difluoro-2H-benzofuran-5-yl)-5-methyl-pyrazol-3-yl]piperazine-1-carboxylate